N1C(=NC2=C1C=CC=C2)C=2C=C(C=CC2)NC2=NC=C(C=N2)C=2N=CSC2 N-[3-(1H-benzo[d]imidazol-2-yl)phenyl]-5-thiazol-4-yl-pyrimidin-2-amine